N2-(4-((S)-3-aminopiperidin-1-yl)-5-(1-(2,2,2-trifluoroethyl)-1H-pyrazol-4-yl)pyridin-2-yl)-6-(2-fluoro-6-methoxyphenyl)pyridin-2,5-diamine hydrochloride Cl.N[C@@H]1CN(CCC1)C1=CC(=NC=C1C=1C=NN(C1)CC(F)(F)F)NC1=NC(=C(C=C1)N)C1=C(C=CC=C1OC)F